BrC1=CC=C(C(=O)N2C(C(C3=CC=CC(=C23)Cl)=O)=O)C=C1 1-(4-bromobenzoyl)-7-chloro-indoline-2,3-dione